m-Chlorostyrol ClC=1C=C(C=C)C=CC1